7-bromo-6-chloro-5-(2-fluorophenyl)-1,3-dihydro-1,4-benzodiazepin-2-one BrC=1C=CC2=C(C(=NCC(N2)=O)C2=C(C=CC=C2)F)C1Cl